O1C(CCC1)C(C(=O)O)=C.C(C=C)(=O)OCC1CCCO1 tetrahydrofurfuryl acrylate (tetrahydrofuryl acrylate)